C(CCC)C(C(=O)[O-])S.C(CCC)C(C(=O)[O-])S.C(CCC)C(C(=O)[O-])S.[Sb+3] antimony tris(n-butyl thioglycolate)